ClC1=CC=C(S1)CNC1=CC(=NN1C(=O)C1=CSC=C1)C1CN(CCC1)C(=O)OC(C)(C)C tert-butyl 3-(5-[(5-chlorothiophen-2-yl)methyl]amino-1-(thiophene-3-carbonyl)-1H-pyrazol-3-yl)piperidine-1-carboxylate